(S)-N-(8,9-Difluoro-6-oxo-1,4,5,6-tetrahydro-2H-pyrano[3,4-c]isoquinolin-1-yl)-N-methyl-2,3-dihydro-1H-indene-2-carboxamide FC=1C(=CC=2C3=C(NC(C2C1)=O)COC[C@H]3N(C(=O)C3CC1=CC=CC=C1C3)C)F